6-(4,4-difluoropiperidin-1-yl)-N'-(4-iodo-2-(6-azaspiro[2.5]octan-6-yl)benzoyl)-5-methoxypicolinohydrazide FC1(CCN(CC1)C1=C(C=CC(=N1)C(=O)NNC(C1=C(C=C(C=C1)I)N1CCC2(CC2)CC1)=O)OC)F